C(C)[C@@H]1C[C@@H](C=2N1N=C(N2)C(=O)O)F cis-5-ethyl-7-fluoro-6,7-dihydro-5H-pyrrolo[1,2-b][1,2,4]triazole-2-carboxylic acid